C(CCCCCCCCCCC#N)#N Dodecanedinitrile